NC1=NN=C(S1)CCCNS(=O)(=O)C1=CC=C(C=C1)F N-[3-(5-amino-1,3,4-thiadiazol-2-yl)propyl]-4-fluorobenzene-1-sulfonamide